Boc-1,3-diaminopropane CC(C)(C)OC(=O)C(CCN)N